O1C2C(CC1=O)CCC1C=CC(C=C12)=O 2H,3H,3aH,4H,5H,5aH,8H,9bH-naphtho[1,2-b]furan-2,8-dione